N-cyclopropyl-2-(6-(4-cyclopropyl-4H-1,2,4-triazol-3-yl)pyridin-2-yl)-1-oxoisoindoline-5-carboxamide C1(CC1)NC(=O)C=1C=C2CN(C(C2=CC1)=O)C1=NC(=CC=C1)C1=NN=CN1C1CC1